5-(dimethylamino)pyrazine-2-carboxamide CN(C=1N=CC(=NC1)C(=O)N)C